BrC1=CC(=NN1CC1=C(C=CC=C1C)C)C(C)(C)O 2-(5-bromo-1-(2,6-dimethylbenzyl)-1H-pyrazol-3-yl)propan-2-ol